ClC=1C=C(C=CC1OC)C1=NN2C(C(NCC2)=O)=C1 2-(3-chloro-4-methoxyphenyl)-6,7-dihydropyrazolo[1,5-a]pyrazin-4(5H)-one